C(C)NC(=O)NC1=NC2=C(N1)C=CC(=C2)C2=C(C=C(C(=C2)CC2=NNC(C1=CC=CC=C21)=O)F)OC 1-Ethyl-3-(5-(4-fluoro-2-methoxy-5-((4-oxo-3,4-dihydrophthalazin-1-yl)methyl)phenyl)-1H-benzimidazol-2-yl)urea